2,6-bis[(3,5-dimethyl-2-hydroxyphenyl)methyl]-4-methylphenol CC=1C(=C(C=C(C1)C)CC1=C(C(=CC(=C1)C)CC1=C(C(=CC(=C1)C)C)O)O)O